NC1=C(C(=O)NC(C)C)C=C(C=N1)C1=C(C=C(C=C1)NC(C(C1=C(C=CC=C1)C)O)=O)C 2-amino-5-(4-(2-hydroxy-2-(o-tolyl)acetamido)-2-methylphenyl)-N-isopropylnicotinamide